ClC1=CC=C(CN(S(=O)(=O)C2=CC=C(C=C2)NC(=O)C2C(C2)C2=CC=NC=C2)CC2=CC=C(C=C2)F)C=C1 N-(4-(N-(4-chlorobenzyl)-N-(4-fluorobenzyl)sulfamoyl)phenyl)-2-(pyridin-4-yl)cyclopropane-1-carboxamide